C(C)C(=O)CC 1-Ethyl ketone